C(C)[C@H]1N(C[C@@H](N(C1)C=1C=2N(N(C(C1)=O)C)C=C(N2)C=NOC)C)C(=O)OC(C)(C)C tert-butyl (2R,5S)-2-ethyl-4-(2-((methoxyimino) methyl)-5-methyl-6-oxo-5,6-dihydroimidazo[1,2-b]pyridazin-8-yl)-5-methylpiperazine-1-carboxylate